BrCC=1C=C(OC1)S(NC(NC1=C2CCCC2=CC=2CCCC12)=O)(=O)=N 3-[[4-(bromomethyl)furan-2-yl](imino)oxo-lambda6-sulfanyl]-1-(1,2,3,5,6,7-hexahydro-s-indacen-4-yl)urea